C(C)OC1=CC2=C(N=C(N=C2S)C)N=C1 6-ethoxy-2-methylpyrido[2,3-d]pyrimidine-4-thiol